C(C)(C)C1=C(NC2=CC=C(C=C12)C1CCNCC1)C=1C=C(CN(C1)C(C(C)=O)C)C(=O)N 5-(3-isopropyl-5-(piperidin-4-yl)-1H-indol-2-yl)-1-methyl-2-oxo-n-propyl-1,2-dihydropyridine-3-carboxamide